C1C(CC12CCOCC2)C2=C(C=C(C=C2)C2=NNC(O[C@@]2([2H])C([2H])([2H])[2H])=O)C(F)(F)F (S)-5-(4-(7-oxaspiro[3.5]non-2-yl)-3-(trifluoromethyl)phenyl)-6-(methyl-d3)-3,6-dihydro-2H-1,3,4-oxadiazin-2-one-6-d